Ethyl (R)-5-chlorothiophene-2-sulfinate ClC1=CC=C(S1)[S@](=O)OCC